COC1=CC=C(C=C1)CN1C2CCC(C1=O)C2 2-[(4-methoxyphenyl)methyl]-2-azabicyclo[2.2.1]Heptane-3-one